SCCCC[Si](OCC)(OCC)C 4-mercaptobutyl-methyl-diethoxysilane